2,6-dichloropiperazine ClC1NC(CNC1)Cl